BrC=1N=C(N2C1C=CC=C2)C2=CC=C(C=C2)C(F)(F)F 1-bromo-3-(4-(trifluoromethyl)phenyl)imidazo[1,5-a]pyridine